6-(4-(3-Fluorophenyl)-1H-imidazol-5-yl)-1H-indazole FC=1C=C(C=CC1)C=1N=CNC1C1=CC=C2C=NNC2=C1